(3-acetyl-5-(5-methylpyrazin-2-yl)-1H-indazol-1-yl)acetic acid C(C)(=O)C1=NN(C2=CC=C(C=C12)C1=NC=C(N=C1)C)CC(=O)O